1-(5-amino-2-(3-methoxy-3-oxopropyl)phenyl)-1,4,7-trioxo-11,14,17,20,23,26,29,32,35,38,41,44-dodecaoxa-2,5,8-triazaheptatetracontan-47-oic acid NC=1C=CC(=C(C1)C(NCC(NCC(NCCOCCOCCOCCOCCOCCOCCOCCOCCOCCOCCOCCOCCC(=O)O)=O)=O)=O)CCC(=O)OC